6-chloro-4-{4-[(2-chloro-6-fluorophenyl)methyl]piperazin-1-yl}-1-methyl-2-oxo-1,2-dihydro-1,5-naphthyridine ClC=1N=C2C(=CC(N(C2=CC1)C)=O)N1CCN(CC1)CC1=C(C=CC=C1F)Cl